C(C)C(C(=O)O)C(C)O.OC(CC(=O)OCC)C ethyl 3-hydroxybutanoate (ethyl 3-hydroxybutyrate)